N-[6-(trifluoromethoxy)-1,3-benzothiazol-2-yl]cyclooctanecarboxamide FC(OC1=CC2=C(N=C(S2)NC(=O)C2CCCCCCC2)C=C1)(F)F